(1S,2R)-2-(4-bromo-2-methoxyphenyl)cyclobutan-1-ol BrC1=CC(=C(C=C1)[C@@H]1[C@H](CC1)O)OC